C(C1=CC=CC=C1)OC1=C(C=C(C=C1)C1=NC=2N(C(NC(C2N1C)=O)=O)CC(C)O)OC 8-(4-(benzyloxy)-3-methoxyphenyl)-3-(2-hydroxypropyl)-7-methyl-3,7-dihydro-1H-purine-2,6-dione